C1(CC1)C1=NN2C(C(=CC=C2)COC2=CC=CC(=N2)C2CCN(CC2)CC2=NC3=C(N2C[C@H]2OCC2)C=C(C=C3)C(=O)O)=C1 (S)-2-((4-(6-((2-Cyclopropylpyrazolo[1,5-a]pyridin-4-yl)methoxy)pyridin-2-yl)piperidin-1-yl)methyl)-1-((oxetan-2-yl)methyl)-1H-benzo[d]imidazole-6-carboxylic acid